FC(C1=CC=C(C=N1)NC(=O)C1=NC=CC(=N1)C1=CN=CN1C)F N-(6-(difluoromethyl)pyridin-3-yl)-4-(1-methyl-1H-imidazol-5-yl)pyrimidine-2-carboxamide